4-(2-Cyano-3-hydroxy-6-phenyl-pyridin-4-yl)-4-oxo-butyric acid ethyl ester C(C)OC(CCC(=O)C1=C(C(=NC(=C1)C1=CC=CC=C1)C#N)O)=O